C(#N)C=1C=C(OC=2C=C(OC3=C(C=CC=C3)/C(/C(=O)OC)=C\OC)C=CC2)C=CC1 methyl (E)-2-[2-[3-(3-cyanophenoxy) phenoxy] phenyl]-3-methoxypropenoate